(pyridin-2-yl)pyridin-2-thioamide malate salt C(C(O)CC(=O)O)(=O)O.N1=C(C=CC=C1)C=1C(=NC=CC1)C(N)=S